2,6-dimethyl-4-[3-[(2R,5S)-5-methyl-2-piperidyl]phenoxy]pyridine CC1=NC(=CC(=C1)OC1=CC(=CC=C1)[C@@H]1NC[C@H](CC1)C)C